FC1=C(C=CC(=C1)N1N=C(N=C1)C1=CC=C(C=C1)OC(F)(F)F)NC(=O)\N=C\1/SCC(N1C1=C(C=CC(=C1)C)C(C)OC)=O (Z)-1-(2-fluoro-4-(3-(4-(trifluoromethoxy)phenyl)-1H-1,2,4-triazol-1-yl)phenyl)-3-(3-(2-(1-methoxyethyl)-5-methylphenyl)-4-oxothiazolidin-2-ylidene)urea